C(CCCCCCCCCCC\C=C\CCCCCCCC)(=O)Cl brassidic acid chloride